(8R,9aS)-8-(2,3-dichloro-6-methoxyphenyl)-2-(2-methoxyacetyl)-1-methyl-hexahydro-1H-pyrido[1,2-a]pyrazin-4-one ClC1=C(C(=CC=C1Cl)OC)[C@H]1C[C@@H]2N(C(CN(C2C)C(COC)=O)=O)CC1